O1C=C(C=C1)C=1N=C(C2=C(N1)SC(=C2)C)NCCCC2=CC=C(C=C2)C2=CC(=NC=C2)O 4-[4-(3-([2-(furan-3-yl)-6-methylthieno[2,3-d]pyrimidin-4-yl]amino)propyl)phenyl]pyridin-2-ol